C[C@@H]1OC2=C(SC=3C(NC(=C(C1)C32)C)=O)C3=CC=NC=C3 (S)-4,6-dimethyl-2-(pyridin-4-yl)-5,7-dihydro-3-oxa-1-thia-7-aza-acenaphthylen-8(4H)-one